3-chloro-6-(5-(4-chlorophenyl)-3-(trifluoromethyl)-1H-pyrazol-1-yl)-N-phenylpicolinamide ClC=1C(=NC(=CC1)N1N=C(C=C1C1=CC=C(C=C1)Cl)C(F)(F)F)C(=O)NC1=CC=CC=C1